O1C2=C(OCC1)C=C(C=C2)O[C@@H]2[C@@H](CN(CC2)C=2C(=CC=1N(N2)C(C=C(N1)C)=O)C)F 7-((3R,4S)-4-((2,3-Dihydrobenzo[b][1,4]dioxin-6-yl)oxy)-3-fluoropiperidin-1-yl)-2,8-dimethyl-4H-pyrimido[1,2-b]pyridazin-4-one